Aminothiourea NNC(=S)N